3-hydroxyisonicotinate OC1=C(C(=O)[O-])C=CN=C1